Tert-butyl 4-[3-(2,4-dioxo-1,3-diazinan-1-yl)-1-methylindazol-7-yl]piperidine-1-carboxylate O=C1N(CCC(N1)=O)C1=NN(C2=C(C=CC=C12)C1CCN(CC1)C(=O)OC(C)(C)C)C